CSC1=NC(=C2NC=NC2=N1)S.[Na].[Na] Disodium 2-methylthio-6-mercaptopurine